8-Bromo-1-[trans-4-(trifluoromethyl)cyclohexyl]-4H-[1,2,4]triazolo[4,3-a][1]benzazepin-5(6H)-on BrC=1C=CC2=C(CC(CC=3N2C(=NN3)[C@@H]3CC[C@H](CC3)C(F)(F)F)=O)C1